C(C)SC=1C=C(N)C=CC1 3-(ethylthio)aniline